dimethyldi(methacroyloxy-1-ethoxy)silane C[Si](OCCOC(=O)C(=C)C)(OCCOC(=O)C(=C)C)C